3-(7-(4-((3,6-diazabicyclo[3.1.1]heptan-3-yl)methyl)piperidin-1-yl)-1-methyl-1H-indazol-3-yl)piperidine-2,6-dione C12CN(CC(N1)C2)CC2CCN(CC2)C=2C=CC=C1C(=NN(C21)C)C2C(NC(CC2)=O)=O